2,2,2-Trifluoroethyl 4-methyl-2-((1-oxo-1,2,3,4-tetrahydro-2,7-naphthyridine-2-carboxamido)methyl)benzofuran-7-carboxylate CC1=CC=C(C2=C1C=C(O2)CNC(=O)N2C(C1=CN=CC=C1CC2)=O)C(=O)OCC(F)(F)F